1,3,5-tribenzoyloxy-2-methoxy-D-ribose C(C1=CC=CC=C1)(=O)OC(=O)[C@](O)([C@](O)([C@H](O)C(O)OC(C1=CC=CC=C1)=O)OC(C1=CC=CC=C1)=O)OC